1-chloro-2-(cyclopropylmethoxy)-4-nitro-benzene ClC1=C(C=C(C=C1)[N+](=O)[O-])OCC1CC1